N-[1(R)-(5-fluoropyridin-2-yl)ethyl]-3-(5-methylpyridin-2-yl)-5-[5(S)-(2-pyridyl)-4,5-dihydroisoxazol-3-yl]benzamide FC=1C=CC(=NC1)[C@@H](C)NC(C1=CC(=CC(=C1)C1=NO[C@@H](C1)C1=NC=CC=C1)C1=NC=C(C=C1)C)=O